NC1=NN(C(=C1)C(=O)N1[C@@H](C2=C(CC1)NC=N2)C=2SC1=C(N2)C(=CC=C1)F)C(F)F (S)-(3-amino-1-(difluoromethyl)-1H-pyrazol-5-yl)(4-(4-fluorobenzo[d]thiazol-2-yl)-6,7-dihydro-1H-imidazo[4,5-c]pyridin-5(4H)-yl)methanone